C(\C=C/C(=O)O)(=O)O.Cl/C(=C(/C(=O)O)\Cl)/C(=O)O.C(CO)O ethylene glycol dichloromaleate maleate